C(N)(=O)C1(CCN(CC1)C1=C2N=C(N(C2=NC(=N1)C(=O)N(C)C)C1=CC=C(C=C1)Cl)C1=C(C=CC=C1)Cl)C 6-(4-carbamoyl-4-methyl-1-piperidinyl)-8-(2-chlorophenyl)-9-(4-chlorophenyl)-N,N-dimethyl-purine-2-carboxamide